[Fe].C(C)C(C(=O)O)(O)CC(=O)O ethylmalic acid iron